5-Methyl-6-oxo-8-(4-(4-(trifluoromethoxy)phenoxy)piperidin-1-yl)-5,6-dihydro-1,5-naphthyridin-2-carbonitril CN1C=2C=CC(=NC2C(=CC1=O)N1CCC(CC1)OC1=CC=C(C=C1)OC(F)(F)F)C#N